C(CCC)N(C1CC(N(C(C1)(C)C)C)(C)C)C1=NC(=NC(=N1)N(CCCC)C1CC(N(C(C1)(C)C)C)(C)C)NCCCN(CCNCCCNC1=NC(=NC(=N1)N(CCCC)C1CC(N(C(C1)(C)C)C)(C)C)N(CCCC)C1CC(N(C(C1)(C)C)C)(C)C)C1=NC(=NC(=N1)N(CCCC)C1CC(N(C(C1)(C)C)C)(C)C)N(CCCC)C1CC(N(C(C1)(C)C)C)(C)C N,N',4-tris[4,6-bis(N-butyl-N-(1,2,2,6,6-pentamethyl-4-piperidyl)amino)-1,3,5-triazin-2-yl]-4,7-diazadecane-1,10-diamine